4-(methylthio)-6-(4-(piperidin-1-yl)phenyl)pyridin-2-amine CSC1=CC(=NC(=C1)C1=CC=C(C=C1)N1CCCCC1)N